Br[C@@H]1[C@H](C=C(C1)C(=O)OC)NC(=O)OC(C)(C)C (3S,4S)-Methyl 4-Bromo-3-((tert-butoxycarbonyl)amino)cyclopent-1-enecarboxylate